tert-Butyl N-[(1R)-1-[3-methyl-4-oxo-2-(2-pyridyl)-6-(trifluoromethyl)chromen-8-yl]ethyl]carbamate CC1=C(OC2=C(C=C(C=C2C1=O)C(F)(F)F)[C@@H](C)NC(OC(C)(C)C)=O)C1=NC=CC=C1